9-(2-ethoxy-2-oxoethylidene)-3-azaspiro[5.5]undecane-3-carboxylic acid tert-butyl ester C(C)(C)(C)OC(=O)N1CCC2(CC1)CCC(CC2)=CC(=O)OCC